N,N-dimethyl-N-phenylamine CN(C1=CC=CC=C1)C